ClC1=CC(=CC=2N(C(OC21)=O)C)C2=CC=C(C=C2)C[C@@H](C#N)NC(=O)[C@H]2OCCCNC2 (2S)-N-{(1S)-2-[4-(7-chloro-3-methyl-2-oxo-2,3-dihydro-1,3-benzoxazol-5-yl)phenyl]-1-cyanoethyl}-1,4-oxaazepane-2-carboxamide